3,7-dibutylphenothiazine C(CCC)C=1C=CC=2NC3=CC=C(C=C3SC2C1)CCCC